monohydrogen-phosphate P(=O)(O)([O-])[O-]